6-(indoline-1-carbonyl)-3H-1,3-benzothiazol N1(CCC2=CC=CC=C12)C(=O)C1=CC2=C(NCS2)C=C1